COC=1C=C(C=CC1OCC1=CC=C(C=C1)OC)N(C)C1=NC=2C=CC=C(C2N=C1N1CCOCC1)C#N ((3-methoxy-4-((4-methoxybenzyl)oxy)phenyl)(methyl)amino)-3-morpholinoquinoxaline-5-carbonitrile